C(C)(C)(C)OC(=O)CC(C)C=1C=C(C=CC1)C=1C=C(SC1)C(=O)O 4-(3-(1-(tert-butoxycarbonyl)prop-2-yl)phenyl)thiophene-2-carboxylic acid